ClC=1N=C2C(=NC1NS(=O)(=O)C)N(C(=N2)C2=NC(=CC=C2)OCC)C2=C(C=CC=C2OC)OC N-(5-chloro-1-(2,6-dimethoxyphenyl)-2-(6-ethoxypyridin-2-yl)-1H-imidazo[4,5-b]pyrazin-6-yl)methanesulfonamide